tetraethylbipyrazole C(C)C1=C(C(N=N1)=C1N=NC(=C1CC)CC)CC